FC(C(=O)O)(F)F.C(C)(C)C=1C=C(C=CC1)C1CC(C1)NC 3-(3-Isopropylphenyl)-N-methylcyclobutane-1-amine, trifluoroacetate salt